6-chloro-1-(3,5-dimethylbenzyl)-1H-pyrrolo[2,3-b]Pyridine ClC1=CC=C2C(=N1)N(C=C2)CC2=CC(=CC(=C2)C)C